BrC1=C(C(=CC2=C1[C@@H]([C@](O2)(C2=CC=CC=C2)C2N(CC2)S(=O)(=O)C(C)(C)C)C)F)Cl 2-((2S,3S)-4-bromo-5-chloro-6-fluoro-3-methyl-2-phenyl-2,3-dihydrobenzofuran-2-yl)-1-(tert-butylsulfonyl)azetidine